N-(6-methyl-4-(trifluoromethyl)pyridin-2-yl)thiazol-2-amine CC1=CC(=CC(=N1)NC=1SC=CN1)C(F)(F)F